1-(2-Chloro-5-(4-((1-(3,3-difluoropiperidin-4-yl)azetidin-3-yl)methyl)piperazine-1-carbonyl)phenyl)dihydropyrimidine-2,4(1H,3H)-dione trifluoroacetate FC(C(=O)O)(F)F.ClC1=C(C=C(C=C1)C(=O)N1CCN(CC1)CC1CN(C1)C1C(CNCC1)(F)F)N1C(NC(CC1)=O)=O